C(C)(=O)C=1C=C(C=CC1)NC(=O)NC=1C=C2C(N(C(=NC2=CC1)C1CCN(CC1)C(C)C)CCOC)=O 1-(3-acetylphenyl)-3-(2-(1-isopropylpiperidin-4-yl)-3-(2-methoxyethyl)-4-oxo-3,4-dihydroquinazolin-6-yl)urea